N2-Isobutyl-5-(2-isopropyl-4,5-dimethoxy-benzyl)-pyrimidine-2,4-diamine C(C(C)C)NC1=NC=C(C(=N1)N)CC1=C(C=C(C(=C1)OC)OC)C(C)C